CN([C@@H]1CC[C@@H](CC1)NC1=NN2C(C=N1)=C(C=C2)C=2C=C1N=CC=NC1=CC2)C cis-N1,N1-dimethyl-N4-(5-(quinoxalin-6-yl)pyrrolo[2,1-f][1,2,4]triazin-2-yl)cyclohexane-1,4-diamine